N-(methoxycarbonyl)methyl-3-aminopropyltrimethoxysilane COC(=O)CNCCC[Si](OC)(OC)OC